N-(5-(2-(2-(fluoromethyl)azetidin-1-yl)acetamido)-2-methylpyridin-3-yl)-2-(1-methyl-1H-pyrazol-4-yl)-1H-pyrrolo[2,3-b]pyridine-5-carboxamide FCC1N(CC1)CC(=O)NC=1C=C(C(=NC1)C)NC(=O)C=1C=C2C(=NC1)NC(=C2)C=2C=NN(C2)C